5-[5-(difluoromethyl)-1,3,4-oxadiazol-2-yl]-N-[(1R)-1-(3,5-difluorophenyl)ethyl]pyrimidin-2-amine FC(C1=NN=C(O1)C=1C=NC(=NC1)N[C@H](C)C1=CC(=CC(=C1)F)F)F